O=C1NC(CCC1N1C(C2=CC=CC(=C2C1=O)NCC(=O)N1CCN(CC1)C1=CC=C(C=C1)NC1=NN2C(C=CC=C2C2=CC=C(C=C2)S(=O)(=O)C)=N1)=O)=O 2-(2,6-Dioxo-piperidin-3-yl)-4-[2-(4-{4-[5-(4-methanesulfonyl-phenyl)-[1,2,4]triazolo[1,5-a]pyridin-2-ylamino]-phenyl}-piperazin-1-yl)-2-oxo-ethylamino]-isoindole-1,3-dione